(S)-3-methyl-2-(2-(5,6,7,8-tetrahydro-[1,2,4]triazolo[4,3-a]pyridin-6-yl)-2H-pyrazolo[3,4-b]pyridin-6-yl)-5-(trifluoromethyl)phenol CC=1C(=C(C=C(C1)C(F)(F)F)O)C=1C=CC=2C(N1)=NN(C2)[C@H]2CCC=1N(C2)C=NN1